CC=1NC=CC1C 2,3-dimethylpyrrole